C(=O)C=1N=CSC1C1=CC=C(C=C1)[C@H](C)NC(OC(C)(C)C)=O tert-butyl N-[(1S)-1-[4-(4-formylthiazol-5-yl)phenyl]ethyl]carbamate